C(#N)C1CC2(C1)C[C@H](N(CC2)CC2=C1C=CNC1=C(C=C2OC)C)C2=CC=C(C(=O)N1CCC(CC1)C(=O)O)C=C2 1-(4-((2R,4r,6S)-2-cyano-7-((5-methoxy-7-methyl-1H-indol-4-yl)methyl)-7-azaspiro[3.5]nonan-6-yl)benzoyl)piperidine-4-carboxylic acid